tert-butyl ((1-(tetrahydro-2H-pyran-2-yl)-4,5,6,7-tetrahydro-1H-pyrazolo[4,3-b]pyridin-6-yl)methyl)carbamate O1C(CCCC1)N1N=CC=2NCC(CC21)CNC(OC(C)(C)C)=O